N1CC(CC1)=O 3-pyrrolidinone